CN(C(=O)NS(=O)(=O)N1CCC(=CC1)C1=CC=C(C=C1)NC(=O)N1CC2=CC=C(C=C2C1)F)C N-(4-(1-(N-(dimethylcarbamoyl)sulfamoyl)-1,2,3,6-tetrahydropyridin-4-yl)phenyl)-5-fluoroisoindoline-2-carboxamide